2-(5-(3,5-dichloro-4-fluorophenyl)-5-(trifluoromethyl)-4,5-dihydroisoxazol-3-yl)-N-(1,1-dioxidotetrahydro-2H-thiopyran-4-yl)-2,3-dihydro-1H-pyrrolo[3,4-c]pyridine-6-carboxamide ClC=1C=C(C=C(C1F)Cl)C1(CC(=NO1)N1CC=2C=NC(=CC2C1)C(=O)NC1CCS(CC1)(=O)=O)C(F)(F)F